NC1=C(C=CC=C1)C=1NC=CC1 (2-aminophenyl)pyrrole